(1R)-2-(4-bromo-2H-indazol-2-yl)-1-{4-[2-(dimethylamino)ethoxy]phenyl}ethan-1-ol BrC=1C2=CN(N=C2C=CC1)C[C@H](O)C1=CC=C(C=C1)OCCN(C)C